N4-allyl-cytidine triphosphate P(O)(=O)(OP(=O)(O)OP(=O)(O)O)OC[C@@H]1[C@H]([C@H]([C@@H](O1)N1C(=O)N=C(NCC=C)C=C1)O)O